tert-butyl (1R,5S)-8-(7-(8-ethynyl-7-fluoronaphthalen-1-yl)-2-(((2R,7aS)-2-fluorotetrahydro-1H-pyrrolizin-7a(5H)-yl)methoxy)quinazolin-4-yl)-3,8-diazabicyclo[3.2.1]octane-3-carboxylate C(#C)C=1C(=CC=C2C=CC=C(C12)C1=CC=C2C(=NC(=NC2=C1)OC[C@]12CCCN2C[C@@H](C1)F)N1[C@H]2CN(C[C@@H]1CC2)C(=O)OC(C)(C)C)F